tert-butyl 2-(2-formyl-1H-imidazol-1-yl)propanoate C(=O)C=1N(C=CN1)C(C(=O)OC(C)(C)C)C